C1[C@@H](C)O1 |r| rac-propylene oxide